C[C@H](CC)O |r| racemic-2-butanol